(3R,4R)-1-(1H-benzo[d]imidazol-5-yl)-3-cyclopropyl-4-(6-(1-(trifluoromethyl)-1H-pyrazol-4-yl)pyridin-3-yl)azetidin-2-one N1C=NC2=C1C=CC(=C2)N2C([C@@H]([C@@H]2C=2C=NC(=CC2)C=2C=NN(C2)C(F)(F)F)C2CC2)=O